(difluoropiperidin-1-yl)propanal nonadecyl-hentriacontanoate C(CCCCCCCCCCCCCCCCCC)OC(CCCCCCCCCCCCCCCCCCCCCCCCCCCCCC)=O.FC1(CCN(CC1)C(C=O)C)F